N-methyl-cyanuric acid CN1C(=O)NC(=O)NC1=O